C(\C=C\C(=O)O)(=O)O.C(C)OC(=O)N1CC2(CC(C2)N2CCC(CC2)C2=CC=NN2C)CC1 2-[4-(1-methyl-1H-pyrazol-5-yl)-1-piperidinyl]-6-azaspiro[3.4]octane-6-carboxylic acid ethyl ester fumarate